pyrido[3,4-b]pyrazine 6-oxide N1=C2C(=NC=C1)C=[N+](C=C2)[O-]